tert-butyl 3-[3-(benzyloxy)-3-oxopropyl]-2,4-dioxoimidazolidine-1-carboxylate C(C1=CC=CC=C1)OC(CCN1C(N(CC1=O)C(=O)OC(C)(C)C)=O)=O